2,4,7-trimethyl-4-(5-methylthiophene-2-yl)oct-6-enal CC(C=O)CC(CC=C(C)C)(C=1SC(=CC1)C)C